N-(2-Hydroxy-4-phenyl-2-(trifluoromethyl)-2H-chromen-3-yl)cyclohexanecarboxamide OC1(OC2=CC=CC=C2C(=C1NC(=O)C1CCCCC1)C1=CC=CC=C1)C(F)(F)F